5-(7,8-Dimethyl-[1,2,4]triazolo[1,5-a]pyridin-6-yl)-6-isopropyl-1-((1S,4S)-4-((tetrahydro-2H-pyran-4-yl)amino)cyclohexyl)-1,3-dihydro-2H-benzo[d]imidazol-2-on CC1=C(C=2N(C=C1C1=CC3=C(N(C(N3)=O)C3CCC(CC3)NC3CCOCC3)C=C1C(C)C)N=CN2)C